naphthalic hydride C1(=CC=CC2=CC=CC=C12)C=O